ClC1=CC=C(CN2C(N3C(C4=C2C=C(C=N4)N4CCOCC4)=NCC3COC)=O)C=C1 6-(4-chlorobenzyl)-3-(methoxymethyl)-8-(morpholin-4-yl)-2,6-dihydroimidazo[1,2-c]pyrido[2,3-e]pyrimidin-5(3H)-one